COC1=CC2=C(N=CS2)C=C1C1=CN(C2=NC(=CC=C21)NC(=O)NCCN2CCN(CC2)C(=O)OC(C)(C)C)COCC[Si](C)(C)C tert-butyl 4-[2-([[3-(6-methoxy-1,3-benzothiazol-5-yl)-1-[[2-(trimethylsilyl)ethoxy]methyl]pyrrolo[2,3-b]pyridin-6-yl]carbamoyl]amino)ethyl]piperazine-1-carboxylate